C(CCC)[N+](CCCC)(CCCC)CCCC.C(CCC)S(=O)(=O)[O-] butane-1-sulfonic acid tetrabutylammonium salt